benzhydryl-(cyclopentadienyl)(9-fluorenyl)zirconium dichloride [Cl-].[Cl-].C(C1=CC=CC=C1)(C1=CC=CC=C1)[Zr+2](C1C2=CC=CC=C2C=2C=CC=CC12)C1C=CC=C1